spiro[7,8-dihydro-6H-quinazoline-5,6'-hexahydropyrimidine] N1CNCCC12C=1C=NC=NC1CCC2